Deoxyribose phosphate C(C(C(C12C(=O)OP(=O)(O1)O2)O)O)O